C1(CCCCC(=O)OCCO1)=O.[NH4+].[NH4+] diammonium ethylene adipate